C(C)(C)(C)P(C(C)(C)C)CC1(C(C=CC=C1)CP(C(C)(C)C)C(C)(C)C)C=CC(=O)OC1C(N(C(CC1)(C)C)C)(C)C 1,2-bis(di-tert-butylphosphinomethyl)benzeneacryloyloxy-1,2,2,6,6-pentaMethylpiperidine